C([C@@H]1[C@H]([C@@H]([C@H]([C@@H](O1)O[C@H]2[C@H]([C@H](OC([C@@H]2O[C@@H]3[C@@H]([C@H]([C@@H]([C@H](O3)CO)O)O)O)O)CO)O)O)O)O)O The molecule is a trisaccharide that is D-galactopyranose in which the hydroxy group at position 2 has been converted to the corresponding alpha-D-glucopyranoside, while that at position 1 has been converted into the corresponding beta-D-glucopyranoside. It is an oligosaccharide, a trisaccharide, an alpha-D-glucoside and a beta-D-glucoside.